FC(C1=CC=C(C=C1)NC(=O)N)(F)F p-trifluoromethylphenylurea